CC=CCN=C=S Methyl-allyl isothiocyanate